CC(C=O)C1=CC=CC=C1 α-Methylphenylacetaldehyd